(R)-9-(chroman-4-yl)-7-methyl-2-((7-methyl-[1,2,4]triazolo[1,5-a]pyridin-6-yl)amino)-7,9-dihydro-8H-purin-8-one O1CC[C@H](C2=CC=CC=C12)N1C2=NC(=NC=C2N(C1=O)C)NC=1C(=CC=2N(C1)N=CN2)C